6-(3-(difluoromethyl)-4-fluorophenyl)-1-((2-(trimethylsilyl)ethoxy)methyl)-1H-pyrazolo[3,4-b]pyrazine FC(C=1C=C(C=CC1F)C1=CN=C2C(=N1)N(N=C2)COCC[Si](C)(C)C)F